4-cyclopropyl-6-((8-(4-morpholinopiperidine-1-carbonyl)-2,3-dihydrobenzo[b][1,4]dioxin-5-yl)amino)-1H-pyrrolo[2,3-b]pyridine-3-carbonitrile C1(CC1)C1=C2C(=NC(=C1)NC1=CC=C(C=3OCCOC31)C(=O)N3CCC(CC3)N3CCOCC3)NC=C2C#N